(n-butyl)tin C(CCC)[Sn]